[Br-].C(CCCCCCCCCCC)C[N+](C)(C)CC lauryl-ethyl-trimethyl-ammonium bromide